5-(2-methoxypyridin-4-yl)-2-(3-(((3aR,5s,6aS)-octahydrocyclopenta[c]pyrrol-5-yl)oxy)-1,2,4-triazin-6-yl)phenol COC1=NC=CC(=C1)C=1C=CC(=C(C1)O)C1=CN=C(N=N1)OC1C[C@@H]2[C@@H](CNC2)C1